NC=1C(=NC=CC1OC1=C2C=NN(C2=CC=C1C)C1OCCCC1)C#N C3-amino-4-((5-methyl-1-(tetrahydro-2H-pyran-2-yl)-1H-indazol-4-yl)oxy)pyridinecarbonitrile